ethyl 1-[[6-(4,4-difluorocyclohexyl)-5-fluoropyridin-3-yl]methyl]pyrazole-4-carboxylate FC1(CCC(CC1)C1=C(C=C(C=N1)CN1N=CC(=C1)C(=O)OCC)F)F